N'-p-toluenesulfonyl-(3,7-dimethyl-octa-2,6-dienyl)-ethane-1,2-diamine CC1=CC=C(C=C1)S(=O)(=O)NCC(N)CC=C(CCC=C(C)C)C